2-[[5-[2-Fluoro-4-(trifluoromethyl)phenyl]-3-methyltriazol-4-yl]methyl]-5-(3-pyridazin-3-yloxyazetidin-1-yl)pyridazin-3-on FC1=C(C=CC(=C1)C(F)(F)F)C1=C(N(N=N1)C)CN1N=CC(=CC1=O)N1CC(C1)OC=1N=NC=CC1